ethyl 2-(2-((5-(3-(aminomethyl)phenyl)-7-((dihydro-2H-pyran-4(3H)-ylidene)methyl)benzofuran-3-yl)methoxy)phenyl)acetate NCC=1C=C(C=CC1)C=1C=C(C2=C(C(=CO2)COC2=C(C=CC=C2)CC(=O)OCC)C1)C=C1CCOCC1